CS(=O)(=O)OC(C)C=1N=NC(=CC1)Cl 1-(6-chloropyridazin-3-yl)ethyl methanesulfonate